3-(2-methoxyphenyl)-2-propen-1-one COC1=C(C=CC=C1)C=CC=O